methyl (6-(1H-1,2,4-triazol-1-yl)-4-(trifluoromethoxy)pyridin-3-yl)carbamate N1(N=CN=C1)C1=CC(=C(C=N1)NC(OC)=O)OC(F)(F)F